copper 4-methoxyphenylacetylene COC1=CC=C(C=C1)C#C.[Cu]